O=CCC(=O)OC(CCCCCCCC)CCCCCCCC heptadeca-9-yl 3-oxopropanoate